{1-[2,6-difluoro-4-(4-isobutoxy-6-methyl-pyrimidin-2-yl)-phenyl]-pyrrolidin-3-yl}-acetic acid FC1=C(C(=CC(=C1)C1=NC(=CC(=N1)OCC(C)C)C)F)N1CC(CC1)CC(=O)O